O=C1NC(CCC1N1C(N(C2=C1C=CC(=C2)CCCCN2C[C@H](NCC2)C(=O)O)C)=O)=O (2S)-4-[4-[1-(2,6-dioxo-3-piperidyl)-3-methyl-2-oxo-benzimidazol-5-yl]butyl]piperazine-2-carboxylic acid